1-(5-(5-chloro-2-methoxypyridin-4-yl)-1H-pyrazole-3-carbonyl)-N-(1-(2-fluorophenyl)pyrrolidin-3-yl)piperidine-4-carboxamide ClC=1C(=CC(=NC1)OC)C1=CC(=NN1)C(=O)N1CCC(CC1)C(=O)NC1CN(CC1)C1=C(C=CC=C1)F